FC1=NC(=CC=C1)C(F)(F)F 2-fluoro-6-trifluoromethylpyridine